5-[(2,2,6,6-tetramethylpiperidin-4-yl)amino]pyrazin CC1(NC(CC(C1)NC=1N=CC=NC1)(C)C)C